ClC1=C(C=CC(=C1)Cl)C1=NOC(=N1)C1CN(C1)C(=O)OC(C)(C)C tert-Butyl 3-[3-(2,4-Dichlorophenyl)-1,2,4-oxadiazol-5-yl]azetidine-1-carboxylate